OC1=C(C=CC=C1)C=1C=C2C(=NN1)NC[C@@H]1N2CCN(C1)C1=NC=C(C=N1)N1CCN(CC1)C(=O)OC(C)(C)C (S)-tert-butyl 4-(2-(2-(2-hydroxyphenyl)-6a,7,9,10-tetrahydro-5H-pyrazino[1',2':4,5]pyrazino[2,3-c]pyridazin-8(6H)-yl)pyrimidin-5-yl)piperazine-1-carboxylate